isobutyl 2-bromo-3,5-difluoroisonicotinate BrC=1C(=C(C(=O)OCC(C)C)C(=CN1)F)F